2,5-dibenzylidenecyclopentanone C(C1=CC=CC=C1)=C1C(C(CC1)=CC1=CC=CC=C1)=O